C(C)(=O)C1=C(C2=C(N=C(N=C2)NC2=CC=C(C=N2)N2CCN(CC2)CC2=C(C=CC=C2)NC2C(NC(CC2)=O)=O)N(C1=O)C1CCCC1)C 3-((2-((4-(6-((6-acetyl-8-cyclopentyl-5-methyl-7-oxo-7,8-dihydropyrido[2,3-d]pyrimidin-2-yl)amino)pyridin-3-yl)piperazin-1-yl)methyl)phenyl)amino)piperidine-2,6-dione